C(C)(C)(C)OC(=O)N1CC2(C1)NCCOC2 tert-butyl-8-oxa-2,5-diazaspiro[3.5]nonane-2-carboxylate